C(C)(C)(C)OC(=O)N[C@@H](C(=O)O)CC1=CC=C(C=C1)N1CCOCC1 (R)-2-((tert-butoxycarbonyl)amino)-3-(4-morpholinylphenyl)propanoic acid